[Cl-].[Cl-].C1(=CC=CC=C1)P(C1=CC=CC=C1)CC1(C(=C(C(=C1C)C)C)C)[Ti]([SiH3])(C)C (diphenyl-phosphino)methyl-dimethyl-silyl-tetramethyl-cyclopentadienyl-titanium dichloride